γ-diallylaminopropyl-trimethoxysilane diethyl-(2R,3R)-2-bromo-3-hydroxysuccinate C(C)OC([C@@H]([C@@H](C(=O)OCC)O)Br)=O.C(C=C)N(CCC[Si](OC)(OC)OC)CC=C